P(=O)(OCC(COC(CCCCCCCCCCCCCCCCC)=O)OC(CCCCCCCCCCCCCCCCC)=O)(OCCC[N+](C)(C)C)[O-] 2,3-bis(stearoyloxy)propyl (3-(trimethylammonio)propyl) phosphate